C(N)(=O)C1=CC=C(C=C1)N=NC1=C(C(=CC2=CC=CC=C12)C(=O)NC1=C(C=CC=C1)OCC)O 4-[[4-(carbamoyl)phenyl]azo]-N-(2-ethoxyphenyl)-3-hydroxynaphthalene-2-carboxamide